C(C)(C)(C)OC(=O)N1CCN(CC1)C(CCOC)C1=CC=C(C=C1)[C@H](C)NC=1N=CC2=C(N(C(OC2)=O)CC)N1 4-[1-[4-[(1S)-1-[(1-ethyl-2-oxo-4H-pyrimido[4,5-d][1,3]oxazin-7-yl)amino]ethyl]phenyl]-3-methoxy-propyl]piperazine-1-carboxylic acid tert-butyl ester